tert-butyl 6-((4-((4-amino-2-butyl-1H-imidazo[4,5-d]thieno[3,2-b]pyridin-1-yl)methyl)benzyl)amino)-3,4-dihydroisoquinoline-2(1H)-carboxylate NC1=C2C(=C3C(=N1)C=CS3)N(C(=N2)CCCC)CC2=CC=C(CNC=3C=C1CCN(CC1=CC3)C(=O)OC(C)(C)C)C=C2